3-methyl-1-(2-vinylcyclopenten-1-yl)but-3-en-1-ol CC(CC(O)C1=C(CCC1)C=C)=C